4-methoxylphenylmagnesium bromide O(C)C1=CC=C(C=C1)[Mg]Br